1-(4-((5-chloro-2-nitrophenyl)amino)phenyl)piperidin-2-one ClC=1C=CC(=C(C1)NC1=CC=C(C=C1)N1C(CCCC1)=O)[N+](=O)[O-]